5-(3-(((1r,4r)-4-(5-chloro-2-(trifluoromethyl)nicotinamido)cyclohexyl)methyl)-2-oxo-2,3-dihydro-1H-benzo[d]imidazol-1-yl)-N-methylpicolinamide ClC=1C=NC(=C(C(=O)NC2CCC(CC2)CN2C(N(C3=C2C=CC=C3)C=3C=CC(=NC3)C(=O)NC)=O)C1)C(F)(F)F